para-Hydroxyphenylpyruvat OC1=CC=C(C=C1)CC(C(=O)[O-])=O